FC1=C(OC2=NC(=NC(=C2)C2=C(C=CC=C2)C(C)C)NS(=O)(=O)C2=CC=CC=C2)C=CC=C1 N-[4-(2-Fluorophenoxy)-6-(2-isopropylphenyl)pyrimidin-2-yl]benzenesulfonamide